C1(=CC=CC=C1)C(C=O)=O 2-phenylethane-1,2-dione